FC(C1=CC=C(C=C1)N1C=NC(=C1)C(=O)O)(F)F 1-[4-(trifluoromethyl)phenyl]imidazole-4-carboxylic acid